N-methylbutylmorpholine bromide [Br-].CN1C(COCC1)CCCC